5,6,7,8-tetrafluoro-1-cyano-4-(2-thieno[3,2-b]thienyl)phthalazine FC1=C2C(=NN=C(C2=C(C(=C1F)F)F)C#N)C1=CC2=C(S1)C=CS2